(R)-2-hydroxydecanoic acid O[C@@H](C(=O)O)CCCCCCCC